N[C@H](C(=O)O)CC1=CC=CC2=C(C=CC=C12)C(N)=O (S)-2-amino-3-(5-carbamoylnaphthalen-1-yl)propanoic acid